1-(2-Aza-bicyclo[2.1.1]hex-2-yl)-8,8-dimethyl-3-pyrazolo[1,5-a]pyrimidin-6-yl-5,6-dihydro-8H-7-oxa-2,4,4b,9-tetraaza-fluorene C12N(CC(C1)C2)C2=NC(=NC=1N3CCOC(C3=NC21)(C)C)C=2C=NC=1N(C2)N=CC1